6-(2-hydroxy-2-(4'-isopropyl-[1,1'-biphenyl]-3-yl)acetyl)-2-(1-phenylcyclopropyl)-5,6,7,8-tetrahydropyrido[4,3-d]pyrimidin-4(3H)-one OC(C(=O)N1CC2=C(N=C(NC2=O)C2(CC2)C2=CC=CC=C2)CC1)C=1C=C(C=CC1)C1=CC=C(C=C1)C(C)C